O1C(=CC=C1)C=1C=C(C=C(C1)C)NCC1=CC=CC(=N1)CN1[C@@H]([C@H]([C@@H]([C@H](C1)O)O)O)CO (2R,3R,4R,5S)-1-{[6-({[3-(furan-2-yl)-5-methylphenyl]amino}methyl)pyridin-2-yl]methyl}-2-(hydroxymethyl)piperidine-3,4,5-triol